ClC=1C(=NC(=NC1)NC1=CC(=C(C=C1)N1CCC(CC1)N1CCN(CC1)C)Cl)C1=CN(C2=CC=CC=C12)S(=O)(=O)OC1CCCCC1 5-chloro-N-(3-chloro-4-(4-(4-methylpiperazin-1-yl)piperidin-1-yl)phenyl)-4-(1-(cyclohexylsulfo)-1H-indol-3-yl)pyrimidin-2-amine